tert-butyl 4-(1-(4-((5-bromo-4-((2-(dimethylphosphoryl)phenyl)amino)pyrimidin-2-yl)amino)-5-cyclobutoxy-2-(1-methyl-1H-pyrazol-4-yl)phenyl)piperidin-4-yl)piperazine-1-carboxylate BrC=1C(=NC(=NC1)NC1=CC(=C(C=C1OC1CCC1)N1CCC(CC1)N1CCN(CC1)C(=O)OC(C)(C)C)C=1C=NN(C1)C)NC1=C(C=CC=C1)P(=O)(C)C